N[C@H]([C@H](C1=CC=CC=C1)N(S(=O)(=O)C1=CC=C(C=C1)C)[Ru]Cl)C1=CC=CC=C1 [[(1S,2S)-2-amino-1,2-diphenyl-ethyl]-(p-tolylsulfonyl)amino]-chloro-ruthenium